5'-malonyl phosphonate P1(OC(CC(=O)O1)=O)=O